8-cyclopropyl-10-(3-fluoro-4-methoxyphenyl)-7,8-dihydropyrido[2',3':4,5]pyrrolo[1,2-a]pyrazin-9(6H)-one C1(CC1)N1C(C=2N(CC1)C1=C(C2C2=CC(=C(C=C2)OC)F)N=CC=C1)=O